Methyl 2-((2,4-dichloropyrimidin-5-yl)thio)acetate ClC1=NC=C(C(=N1)Cl)SCC(=O)OC